4-((2S,3R,4R,5S)-3-(2-(difluoromethoxy)-4-fluorophenyl)-4,5-dimethyl-5-(trifluoromethyl)tetrahydrofuran-2-carboxamido)picolinamide FC(OC1=C(C=CC(=C1)F)[C@@H]1[C@H](O[C@@]([C@@H]1C)(C(F)(F)F)C)C(=O)NC1=CC(=NC=C1)C(=O)N)F